3,3'-diamino-4,4'-dihydroxydiphenylmethane C1=CC(=C(C=C1CC2=CC(=C(C=C2)O)N)N)O